3-(((3-(dimethylamino)propoxy)carbonyl)oxy)-2-((((E)-3-heptyltridec-2-enoyl)oxy)methyl)propyl (9Z,12Z)-octadeca-9,12-dienoate C(CCCCCCC\C=C/C\C=C/CCCCC)(=O)OCC(COC(=O)OCCCN(C)C)COC(\C=C(\CCCCCCCCCC)/CCCCCCC)=O